CC1=C(C=CC=C1C(F)(F)F)[C@@H](C)NC(=O)C=1C(=CC(N(C1)C1CCOCC1)=O)NC1CN(C1)C(=O)[O-] (R)-3-((5-((1-(2-methyl-3-(trifluoromethyl)phenyl)ethyl)carbamoyl)-2-oxo-1-(tetrahydro-2H-pyran-4-yl)-1,2-dihydropyridin-4-yl)amino)azetidine-1-carboxylate